3,6-dimethyl-2-phenyl-8-[(1R)-1-[2-(2-trimethylsilylethynyl)anilino]ethyl]benzopyran-4-one CC1=C(OC2=C(C1=O)C=C(C=C2[C@@H](C)NC2=C(C=CC=C2)C#C[Si](C)(C)C)C)C2=CC=CC=C2